[N+](=O)([O-])C1=CC=C(C=C2C(C(CCC2)=O)=CC2=CC=C(C=C2)[N+](=O)[O-])C=C1 di(p-nitrobenzylidene)cyclohexanone